C(C1=CC=CC=C1)N1N=CC(=C1)C=1C(=CC(N(C1)C)=O)C=1C=NN(C1)CC(=O)O 2-(4-(5-(1-benzyl-1H-pyrazol-4-yl)-1-methyl-2-oxo-1,2-dihydropyridin-4-yl)-1H-pyrazol-1-yl)acetic acid